2-(4-chlorothiazol-2-yl)ethynyltrimethylsilane ClC=1N=C(SC1)C#C[Si](C)(C)C